C(C1=CC=CC=C1)OC1=C(OC2=C(C=C(C(=N2)N2C(N(C(=CC2=O)C(F)(F)F)C)=O)F)Cl)C=CC=C1 3-[6-(2-benzyloxyphenoxy)-5-chloro-3-fluoro-2-pyridinyl]-1-methyl-6-trifluoromethyl-pyrimidine-2,4-dione